ClC=1C(=NC=CC1C1=C(C(=CC=C1)NC1=NC=CC(=C1F)CN1CC(C1)CO)Cl)C1=CC(=C(CNC[C@@H]2CCC(N2)=O)C=C1)OC (S)-5-(((4-(3-chloro-4-(2-chloro-3-((3-fluoro-4-((3-(hydroxymethyl)azetidin-1-yl)methyl)pyridin-2-yl)amino)phenyl)pyridin-2-yl)-2-methoxybenzyl)amino)methyl)pyrrolidin-2-one